lithium-cobalt hydroxide [Co](O)O.[Li]